N-[6-cyclopropyl-4-[4-fluoro-2-(4-methyl-1,2,4-triazol-3-yl)phenyl]pyridin-2-yl]-1-(cyclopropylmethyl)-5-[[(3S)-3-methylpiperidin-1-yl]methyl]-2-oxopyridine-3-carboxamide C1(CC1)C1=CC(=CC(=N1)NC(=O)C=1C(N(C=C(C1)CN1C[C@H](CCC1)C)CC1CC1)=O)C1=C(C=C(C=C1)F)C1=NN=CN1C